COC(=O)C=1C=NC(=C(C1)\C=C(/C)\C1=CC=C(C=C1)F)N 6-Amino-5-[(1E)-2-(4-fluorophenyl)prop-1-en-1-yl]pyridine-3-carboxylic acid methyl ester